4-([1,1'-biphenyl]-3-yl)-9-chloro-2-methyl-1,10-phenanthroline C1(=CC(=CC=C1)C1=CC(=NC2=C3N=C(C=CC3=CC=C12)Cl)C)C1=CC=CC=C1